C(#N)[C@@H](C[C@@H]1C(NCCC1)=O)NC(=O)[C@@H]1N([C@@H]2CC([C@H]1CC2)(F)F)C(=O)C=2NC1=C(C=CC(=C1C2)F)F (1S,3R,4S)-N-[(1R)-1-cyano-2-[(3R)-2-oxo-3-piperidyl]ethyl]-2-(4,7-difluoro-1H-indole-2-carbonyl)-5,5-difluoro-2-azabicyclo[2.2.2]octane-3-carboxamide